FC=1C(=C(C(=NC1)OC)C)C1=CC(=NN1C1OCCCC1)C(=O)O 5-(5-fluoro-2-methoxy-3-methylpyridin-4-yl)-1-(oxan-2-yl)pyrazole-3-carboxylic acid